COC1=CC=C(C=C1)CCNC(\C=C\C1=CC(=CC=C1)OC1=CC=CC=C1)=O (E)-N-(4-methoxyphenylethyl)-3-phenoxycinnamamide